C(C1=CC=CC=C1)OC1=CC=C2C(=CC(OC2=C1)=O)C(F)(F)F 7-benzyloxy-4-trifluoromethylcoumarin